8-methoxy-6-(3-(5-(6-propyl-2,6-diazaspiro[3.3]heptan-2-yl)pyridin-2-yl)-4-(2,2,2-trifluoroethyl)-1H-pyrazol-5-yl)-[1,2,4]triazolo[1,5-a]pyridine COC=1C=2N(C=C(C1)C1=C(C(=NN1)C1=NC=C(C=C1)N1CC3(C1)CN(C3)CCC)CC(F)(F)F)N=CN2